NC1=NC(=CC(=C1)NCCCC)CC1=CC(=CC=C1)C(=O)N1CCNCC1 2-Amino-4-(butylamino)-6-(3-(piperazine-1-carbonyl)benzyl)pyridine